C(C)[C@](N)(CC(C)C)C(=O)O α-ethyl-leucine